benzimidazole sodium propyl-dithioformate C(CC)SC=S.[Na].N1=CNC2=C1C=CC=C2